2-(((tert-Butoxycarbonyl)amino)methyl)-5-chlorobenzofuran-7-carboxylic acid C(C)(C)(C)OC(=O)NCC=1OC2=C(C1)C=C(C=C2C(=O)O)Cl